2-(2,6-Dimethyl-4-((5-oxo-4-(4-(tri-fluoromethoxy)phenyl)-4,5-dihydro-1H-1,2,4-triazol-1-yl)methyl)phenoxy)propionic acid CC1=C(OC(C(=O)O)C)C(=CC(=C1)CN1N=CN(C1=O)C1=CC=C(C=C1)OC(F)(F)F)C